NC=1C(=C(C(=C(C1)F)F)NC=1C(=C2C(N(C=NC2=CC1)C)=O)C)Cl 6-((3-amino-2-chloro-5,6-difluorophenyl)amino)-3,5-dimethylquinazolin-4(3H)-one